FC1=CC=C(S1)CC[C@@]1(CN(CC1)C(C)(C)C=1C=NC(=CC1)C)CN1CCN(CC1)C(C)C |o1:8| (S or R)-1-((3-(2-(5-fluoro-thiophen-2-yl)ethyl)-1-(2-(6-methylpyridin-3-yl)propan-2-yl)pyrrolidin-3-yl)methyl)-4-isopropylpiperazine